C1(CCCCC1)CCOC1=CC=C(C=N1)C1(CCOCC1)C#N 4-[6-(2-cyclohexylethoxy)-3-pyridinyl]tetrahydropyran-4-carbonitrile